Cl.ClC1=CC(=C(C=C1)C1(OC2=C(O1)C=CC=C2N2CCNCC2)C)F 1-(2-(4-chloro-2-fluorophenyl)-2-methylbenzo[d][1,3]dioxol-4-yl)piperazine HCl salt